tert-butyl 3-(6-chloro-3,4-dihydroquinolin-1(2H)-yl)azetidine-1-carboxylate ClC=1C=C2CCCN(C2=CC1)C1CN(C1)C(=O)OC(C)(C)C